C(C1=CC=CC=C1)OC1=CC(=C(C=C1)NC(=O)C1=C(C=NN1[C@H]1CC[C@H](CC1)NC(OC(C)(C)C)=O)Cl)C tert-butyl (cis-4-(5-((4-(benzyloxy)-2-methylphenyl)carbamoyl)-4-chloro-1H-pyrazol-1-yl)cyclohexyl)carbamate